1-(3-(((3-amino-2-chloroquinolin-4-yl)amino)methyl)benzyl)pyrrolidin-2-one NC=1C(=NC2=CC=CC=C2C1NCC=1C=C(CN2C(CCC2)=O)C=CC1)Cl